4-acetyl-beta-D-glucopyranosyl azide C(C)(=O)[C@@]1([C@@H]([C@H]([C@@H](O[C@@H]1CO)N=[N+]=[N-])O)O)O